6-oxo-1,6-dihydropyridine-3-boronic acid pinacol ester O=C1C=CC(=CN1)B1OC(C)(C)C(C)(C)O1